C(C=C)[C@H]1N(CCC1)C1=C(C=C(C(=N1)C=1OC(=NN1)C(CC=C)(C(F)(F)F)OCC1=CC=CC=C1)NC(OC(C)(C)C)=O)C(F)(F)F tert-Butyl N-[6-[(2S)-2-allylpyrrolidin-1-yl]-2-[5-[1-benzyloxy-1-(trifluoromethyl)but-3-enyl]-1,3,4-oxadiazol-2-yl]-5-(trifluoromethyl)-3-pyridyl]carbamate